OC1CCC(CC1)N1N=CC(=C1)C1=CC=2N(N=C1C)C(=CN2)C2=CC=NC1=CC(=CC=C21)N2CC1N(CC2)C(CC1)=O 2-(4-(7-(1-((1R,4r)-4-hydroxycyclohexyl)-1H-pyrazol-4-yl)-6-methylimidazo[1,2-b]pyridazin-3-yl)quinolin-7-yl)hexahydropyrrolo[1,2-a]pyrazin-6(2H)-one